2-((bis(Benzyloxy)phosphoryl)oxy)propyl (chloromethyl) Carbonate C(OCC(C)OP(=O)(OCC1=CC=CC=C1)OCC1=CC=CC=C1)(OCCl)=O